((5-bromo-2-fluorophenyl)sulfonyl)azetidine BrC=1C=CC(=C(C1)S(=O)(=O)N1CCC1)F